1-diethylamino-pentamethyldisiloxane C(C)N([Si](O[Si](C)(C)C)(C)C)CC